7-methoxy-1,6-dimethyl-4-[4-(5-methyl-1,3-benzoxazol-2-yl)piperidin-1-yl]-2-oxo-1,2-dihydroquinoline-3-carbonitrile COC1=C(C=C2C(=C(C(N(C2=C1)C)=O)C#N)N1CCC(CC1)C=1OC2=C(N1)C=C(C=C2)C)C